CN1CCC(CC1)OC1=CC=C2C(=N1)CN(C2)C2=C(C(NN=C2)=O)C(F)(F)F 5-[2-[(1-methylpiperidin-4-yl)oxy]-5H,6H,7H-pyrrolo[3,4-b]pyridin-6-yl]-4-(trifluoromethyl)-2,3-dihydropyridazin-3-one